ClC1=C(C=C(C=C1)F)C1NC(C2=CC=C3C=NC(=NC3=C21)C2=CC(=CC(=C2)C(F)(F)F)F)=O 9-(2-Chloro-5-fluorophenyl)-2-(3-fluoro-5-(trifluoromethyl)phenyl)-8,9-dihydro-7H-pyrrolo[3,4-H]quinazolin-7-one